COC1=C(C=CC=C1)C=1OC2=C(C1)C=C(C=C2)CN2[C@@H](CC2)C(=O)N (S)-1-((2-(2-methoxyphenyl)benzofuran-5-yl)methyl)azetidine-2-carboxamide